C(C)N1C(CN(CC1)CC)C N,N'-diethyl-2-methylpiperazine